terphenyl-4,4-dicarboxylic acid C1=CC(=CC=C1C2=CC=C(C=C2)C(=O)O)C3=CC=C(C=C3)C(=O)O